C(C1=CC=CC=C1)C1CN(CCO1)C(=O)C=1C=C(C(=NC1C)C)C1=CC(=C2C=NC=NN21)C(F)(F)F 7-[5-(2-benzylmorpholine-4-carbonyl)-2,6-dimethylpyridin-3-yl]-5-(trifluoromethyl)pyrrolo[2,1-f][1,2,4]triazin